2,3,4-trimethoxyphenol COC1=C(C=CC(=C1OC)OC)O